C1(CCC1)C=1C(=NN(C1C1CC(C1)(C)C)C)NC(=O)C1CC(C1)(F)F N-(4-cyclobutyl-5-(3,3-dimethylcyclobutyl)-1-methyl-1H-pyrazol-3-yl)-3,3-difluorocyclobutane-1-carboxamide